(6R,10R)-6,10,14-trimethylpentadecan-2-one C[C@@H](CCCC(C)=O)CCC[C@@H](CCCC(C)C)C